(E)-3-(dimethylamino)-1-(4-methoxynaphthalen-1-yl)-2-(3-methoxyphenyl)prop-2-en-1-one Platinum-zinc [Zn].[Pt].CN(/C=C(/C(=O)C1=CC=C(C2=CC=CC=C12)OC)\C1=CC(=CC=C1)OC)C